C1(CC1)C1=NC(=NO1)C1(CCN(CC1)C(=O)NC1=C(C=CC=C1C=1C=NC(=CC1)C(C)C)F)C 4-(5-cyclopropyl-1,2,4-oxadiazol-3-yl)-N-{2-fluoro-6-[6-(propan-2-yl)pyridin-3-yl]phenyl}-4-methylpiperidine-1-carboxamide